4-(2,4-dioxohexahydropyrimidin-1-yl)-3-methoxy-benzoic acid O=C1N(CCC(N1)=O)C1=C(C=C(C(=O)O)C=C1)OC